C(=O)=[Ru](Cl)Cl carbonyl-ruthenium dichloride